C(C1=CC=CC=C1)NC1=C(C(=NC2=CC(=CC=C12)Br)Cl)N N4-benzyl-7-bromo-2-chloroquinoline-3,4-diamine